O[C@@H](/C=C/C1=C(N=NN1C)[C@H](C\C=C/CCC(=O)O)O)[C@@H](C\C=C/CC)O (4Z,7S)-7-{5-[(1E,3S,4R,6Z)-3,4-dihydroxynona-1,6-dien-1-yl]-1-methyl-1H-1,2,3-triazol-4-yl}-7-hydroxyhept-4-enoic acid